1-(3-acetylphenyl)-3-(3-(1-methylpiperidin-4-yl)-4-oxo-3,4-dihydroquinazolin-6-yl)urea C(C)(=O)C=1C=C(C=CC1)NC(=O)NC=1C=C2C(N(C=NC2=CC1)C1CCN(CC1)C)=O